C(C)(C)(C)C=1C=C(C=C(C1)C(C)(C)C)C=1C=C2C=CN(C2=CC1)P(OC1=C(C=2CCCCC2C=C1)C1=C(C=CC=2CCCCC12)OP(N1C=CC2=CC(=CC=C12)C1=CC(=CC(=C1)C(C)(C)C)C(C)(C)C)N1C=CC2=CC(=CC=C12)C1=CC(=CC(=C1)C(C)(C)C)C(C)(C)C)N1C=CC2=CC(=CC=C12)C1=CC(=CC(=C1)C(C)(C)C)C(C)(C)C 2,2'-bis((bis(5-(3,5-di-tert-butylphenyl)-1H-indol-1-yl)phosphaneyl)oxy)-5,5',6,6',7,7',8,8'-octahydro-1,1'-binaphthalene